NC1(CCC(CC1)=O)C(=O)OCCC n-Propyl 1-amino-4-oxo-cyclohexanecarboxylat